OC1=NN(C2=CC=C(C=C12)S(=O)(=O)Cl)C1=CC=C(C=C1)C(F)(F)F 3-Hydroxy-1-[4-(trifluoromethyl)phenyl]-1H-indazole-5-sulfonyl chloride